hydrazino(imino)methyl-1,6-hexanediamine N(N)C(CCCCCN)(N)C=N